2-(1-((2-(3,5-dichlorophenyl)-6-((6-(piperazin-1-yl)pyridin-3-yl)oxy)pyridin-4-yl)methyl)piperidin-4-yl)acetic acid ClC=1C=C(C=C(C1)Cl)C1=NC(=CC(=C1)CN1CCC(CC1)CC(=O)O)OC=1C=NC(=CC1)N1CCNCC1